C(C)(C)(C)OC(=O)N1CC(OCC1)C(F)(F)F 2-(trifluoromethyl)morpholine-4-carboxylic acid tert-butyl ester